7-fluoro-2-((2S,4S)-2-fluoro-4-((6-oxo-5-(trifluoromethyl)-1,6-dihydropyridazin-4-yl)amino)pentyl)-6-(5-methoxypyrimidin-2-yl)isoquinolin-1(2H)-one FC1=C(C=C2C=CN(C(C2=C1)=O)C[C@H](C[C@H](C)NC=1C=NNC(C1C(F)(F)F)=O)F)C1=NC=C(C=N1)OC